F[C@@H]1CN(C[C@H]([C@@H]1NC(=O)C1=CC(=CC=2N(C=NC21)CC(F)(F)F)C#CCNC=2C(OC)=CC=C(C2)S(=O)(=O)C)C)C2CCOCC2 N-[(3R,4S,5R)-3-fluoro-5-methyl-1-(tetrahydro-2H-pyran-4-yl)-4-piperidyl]-6-[3-(4-mesyl-2-anisidino)-1-propynyl]-1-(2,2,2-trifluoroethyl)-1H-benzo[d]imidazole-4-carboxamide